CC=1C(=NN(C1)CC=1OC=CN1)N 4-methyl-1-(oxazol-2-ylmethyl)pyrazol-3-amine